COC1CC(C1)C(=O)NC(NC1=CC(=C(C=C1)C)OC=1SC=CN1)=O 3-methoxy-N-((4-methyl-3-(thiazol-2-yloxy)phenyl)carbamoyl)cyclobutane-1-carboxamide